5-methyl-oxazol-2-amine CC1=CN=C(O1)N